6-{1-[4-(Morpholine-4-carbonyl)-phenyl]-1H-[1,2,3]triazol-4-yl}-8H-pyrido[2,3-d]pyrimidin-7-one N1(CCOCC1)C(=O)C1=CC=C(C=C1)N1N=NC(=C1)C1=CC2=C(N=CN=C2)NC1=O